NN1C(=C(C(=C1)C1=CC=NC=C1)C)C(=O)OC methyl 1-amino-3-methyl-4-(pyridin-4-yl)-1H-pyrrole-2-carboxylate